pentaethoxymolybdenum (V) C(C)O[Mo](OCC)(OCC)(OCC)OCC